sodium hydrogen sulfate sodium [Na+].S(=O)(=O)(O)[O-].[Na+].S(=O)(=O)(O)[O-]